CCC(C(=O)OC1=CC=C(C[C@](N)(C(=O)O)C)C=C1)(C)OCC1=NN(C(=C1)C1=CC=C2C=NN(C2=C1)CC)CC1=C(C=CC=C1)Cl α-methyl-tyrosine Methyl-2-([1-[(2-chlorophenyl)methyl]-5-(1-ethyl-1H-indazol-6-yl)-1H-pyrazol-3-yl]methoxy)-2-methylpropanoate